FC=1C=CC=C2C=C(C=NC12)NC(C(=O)N(CC1=CC=NC=C1)CCC1=CC=CC=C1)=O N1-(8-fluoroquinolin-3-yl)-N2-phenethyl-N2-(pyridin-4-ylmethyl)oxalamide